C1(=CC=C(C=C1)C1=CC2=C(N=C(O2)SCC2=CC=C(C=C2)C(F)(F)F)C=C1)C 6-(p-tolyl)-2-((4-(trifluoromethyl)benzyl)thio)benzo[d]oxazole